BenzoSelenic Anhydride C(C1=CC=CC=C1)(=[Se])OC(C1=CC=CC=C1)=[Se]